1-(tert-butyl) 4-methyl 4-(4-(3-fluoro-1H-pyrrolo[2,3-b]pyridin-4-yl)phenyl)piperidine-1,4-dicarboxylate FC1=CNC2=NC=CC(=C21)C2=CC=C(C=C2)C2(CCN(CC2)C(=O)OC(C)(C)C)C(=O)OC